N-[4-(2-fluorophenyl)-2-(1-methylpyrrolidin-2-yl)-3-pyridyl]-2-isopropyl-pyrimidine-5-carboxamide FC1=C(C=CC=C1)C1=C(C(=NC=C1)C1N(CCC1)C)NC(=O)C=1C=NC(=NC1)C(C)C